ethyl (4R,5R)-4-(3-(bis(4-methoxybenzyl) amino)-2-fluoro-5-methyl-6-(trifluoromethyl) phenyl)-5-methyl-2-oxocyclohexane-1-carboxylate COC1=CC=C(CN(C=2C(=C(C(=C(C2)C)C(F)(F)F)[C@@H]2CC(C(C[C@H]2C)C(=O)OCC)=O)F)CC2=CC=C(C=C2)OC)C=C1